(3-nitro-4-bromobenzyl) sulfone [N+](=O)([O-])C=1C=C(CS(=O)(=O)CC2=CC(=C(C=C2)Br)[N+](=O)[O-])C=CC1Br